C1(=CC=CC=C1)S(=O)(=O)O.C(CCCCCCCCCCCCCC)[Na] pentadecyl-sodium benzenesulfonate